(R)-cyclobutyl(cyclopropyl)methanamine hydrochloride Cl.C1(CCC1)[C@H](N)C1CC1